O1CCC(CC1)C=O oxane-4-carbaldehyde